FC1=CC=C(C=C1)C1=CC=C(C(=N1)NC=1C=CC(=NC1)NC(=O)C1=CC=C(C(=O)OC)C=C1)[N+](=O)[O-] methyl 4-((5-((6-(4-fluorophenyl)-3-nitropyridin-2-yl)amino)pyridin-2-yl)carbamoyl)benzoate